(3-(1H-1,2,4-triazol-1-yl)propyl)benzene-1,4-diamine N1(N=CN=C1)CCCC1=C(C=CC(=C1)N)N